FC=1C=C(C2=C(C(OB2O)C)C1)F 5,7-difluoro-3-methyl-1,3-dihydro-2,1-benzoxaborol-1-ol